COCC1(NC2=C(NC1=O)C=NC1=C2C=CN1)C 2-(methoxymethyl)-2-methyl-1,2,4,7-tetrahydro-3H-pyrrolo[3',2':5,6]Pyrido[3,4-b]pyrazin-3-one